C(C)OC(=O)N1N2C(C(C3(C1OCC1=CC=CC=C1)CC3)=O)=CC(C=C2)=O (benzyloxy)-4',6'-dioxo-4',6'-dihydrospiro[cyclopropane-1,3'-pyrido[1,2-b]pyridazine]-1'(2'H)-carboxylic acid ethyl ester